S1C=C(C=C1)C(C#CCCCCCC)=O 1-(thiophen-3-yl)non-2-yn-1-one